(carbazolyl)(triphenylenyl)biphenyl C1(=CC=CC=2C3=CC=CC=C3NC12)C=1C(=C(C=CC1)C1=CC=CC=C1)C1=CC=CC=2C3=CC=CC=C3C3=CC=CC=C3C12